FC=1C(=C(C=CC1)N1[C@@H]2CN([C@H](C1)C2)C(=O)OC(C)(C)C)NC(=O)N2CCC(CC2)C2=CC=C(C=C2)C tert-butyl (1S,4S)-5-(3-fluoro-2-{[4-(4-methylphenyl)piperidine-1-carbonyl]amino}phenyl)-2,5-diazabicyclo[2.2.1]Heptane-2-carboxylate